8-bromo-theophylline BrC1=NC=2N(C(N(C)C(C2N1)=O)=O)C